ClC=1C=C(C=CC1Cl)NC(=S)N1[C@@H]2CC[C@H]1CC=1N=CN=CC12 (5R,8S)-N-(3,4-dichlorophenyl)-6,7,8,9-tetrahydro-5H-5,8-epiminocyclohepta[d]pyrimidine-10-carbothioamide